C(C)(C)(C)OC(=O)NC=1C(=C(C=C2C=C(N=CC12)NC(=O)OC1CC(C1)(C)OC)C1=C(C2=C(OCCN2C(=O)OC(C)(C)C)N=C1)C)F tert-Butyl 7-[8-(tert-butoxycarbonylamino)-7-fluoro-3-[(3-methoxy-3-methyl-cyclobutoxy)carbonylamino]-6-isoquinolyl]-8-methyl-2,3-dihydropyrido[2,3-b][1,4]oxazine-1-carboxylate